FC1=C(C(=O)O)C=C(C=C1OCCOCCOCCOCCO[Si](C(C)(C)C)(C)C)C(F)(F)F 2-fluoro-3-[(2,2,3,3-tetramethyl-4,7,10,13-tetraoxa-3-silapentadecan-15-yl)oxy]-5-(trifluoromethyl)benzoic acid